5-(1-(3-(tert-butylsulfanyl)-1-(4-chlorobenzyl)-5-methoxy-1H-indol-2-yl)-2-methylpropan-2-yl)-3-ethyl-1,2,4-oxadiazole C(C)(C)(C)SC1=C(N(C2=CC=C(C=C12)OC)CC1=CC=C(C=C1)Cl)CC(C)(C)C1=NC(=NO1)CC